C1(=CCCCC1)CC[NH3+] 2-(1-cyclohexenyl)ethylammonium